CNC=1N=CC(=C2C=C(N=CC12)NC(=O)C1CC1)C=1OC2=C(N1)C=CC(=C2)N2C[C@H](OCC2)C (R)-N-(8-(methylamino)-5-(6-(2-methylmorpholino)benzo[d]oxazol-2-yl)-2,7-naphthyridin-3-yl)cyclopropanecarboxamide